(1'R,2'R)-5'-methyl-2'-(prop-1-en-2-yl)-4-(((trifluoromethyl) sulfonyl) oxy)-1',2',3',4'-tetrahydro-[1,1'-biphenyl]-2,6-diyl diacetate C(C)(=O)OC1=C(C(=CC(=C1)OS(=O)(=O)C(F)(F)F)OC(C)=O)[C@H]1[C@@H](CCC(=C1)C)C(=C)C